C(C)(=O)C1=C(C=C(C=C1F)F)NC(C1=C(C=CC(=C1)C#N)SC(C)C)=O N-(2-acetyl-3,5-difluoro-phenyl)-5-cyano-2-isopropylsulfanyl-benzamide